2-(6-{[(3R,4S)-3-fluoro-2,2,6,6-tetramethylpiperidin-4-yl]oxy}pyridazin-3-yl)-5-(4-methyl-1H-imidazol-1-yl)pyridin-3-ol F[C@@H]1C(NC(C[C@@H]1OC1=CC=C(N=N1)C1=NC=C(C=C1O)N1C=NC(=C1)C)(C)C)(C)C